methansulfonylamid CS(=O)(=O)[NH-]